FC=1C(=CC(=C(C#N)C1)C1=C(C=C2C(N(C(NC2=C1)=O)C1=CN=CC2=CC=CC=C12)=O)F)OC 5-fluoro-2-[6-fluoro-3-(4-isoquinolinyl)-2,4-dioxo-1H-quinazolin-7-yl]-4-methoxy-benzonitrile